5-(tetradecylcarbamoyl)furan-2-carboxylate C(CCCCCCCCCCCCC)NC(=O)C1=CC=C(O1)C(=O)[O-]